C(CCC)NC1=CC(N(C(N1C1=CC=C(C=C1)C)=O)C1=CC=C(C=C1)C)=O 6-(butylamino)-1,3-bis(4-methylphenyl)pyrimidine-2,4(1H,3H)-dione